tert-butyl (1R,5S)-3-(7-bromo-8-fluoro-6-iodo-2-(2,2,2-trifluoroethoxy)quinazolin-4-yl)-3,8-diazabicyclo[3.2.1]octane-8-carboxylate BrC1=C(C=C2C(=NC(=NC2=C1F)OCC(F)(F)F)N1C[C@H]2CC[C@@H](C1)N2C(=O)OC(C)(C)C)I